ethyl 2-(5-(cyclopropylmethyl)-3-fluoro-2-methoxyphenyl)acetate C1(CC1)CC=1C=C(C(=C(C1)CC(=O)OCC)OC)F